FC(C1CCN(CC1)C1=NC=C(C=C1C(=O)NC1=CC(=CC=C1)S(N)(=O)=O)C(F)(F)F)F 2-[4-(difluoromethyl)-1-piperidyl]-N-(3-sulfamoylphenyl)-5-(trifluoromethyl)-pyridine-3-carboxamide